OC[C@H](C)NC1=NC(=CC(=N1)C=1C=C(C=CC1C)NC(=O)N1C[C@@H](CC1)CC(F)(F)F)N1CCOCC1 (S)-N-(3-(2-(((S)-1-hydroxypropan-2-yl)amino)-6-morpholinopyrimidin-4-yl)-4-methylphenyl)-3-(2,2,2-trifluoroethyl)pyrrolidine-1-carboxamide